FC1(CCC(CC1)N1N=C(C2=C1SC(=C2)C(=O)Cl)C)F 1-(4,4-difluorocyclohexyl)-3-methyl-1H-thieno[2,3-c]pyrazole-5-carbonyl chloride